2-amino-4-(butylthio)-6-(4-(piperazin-1-ylmethyl)benzyl)pyrido[4,3-d]pyrimidin-5(6H)-one NC=1N=C(C2=C(N1)C=CN(C2=O)CC2=CC=C(C=C2)CN2CCNCC2)SCCCC